FC=1C=C(C=CC1)N1CCN(CC1)C(CCC(=O)C1=NC=CC=C1)=O 1-[4-(3-fluorophenyl)piperazin-1-yl]-4-(2-pyridyl)butane-1,4-dione